The molecule is a dipeptide formed from L-phenylalanine and glycine residues. It has a role as a metabolite. It derives from a L-phenylalanine and a glycine. C1=CC=C(C=C1)C[C@@H](C(=O)NCC(=O)O)N